3-cyclopropyl-7-fluoro-4,5-dihydroimidazo[1,5-a]quinolin-8-yl trifluoromethanesulfonate FC(S(=O)(=O)OC1=C(C=C2CCC=3N(C2=C1)C=NC3C3CC3)F)(F)F